5-[4-[(R)-amino(4,5-dichloro-2-hydroxyphenyl)methyl]piperidine-1-carbonyl]-1,3-oxazinan-2-one N[C@H](C1CCN(CC1)C(=O)C1CNC(OC1)=O)C1=C(C=C(C(=C1)Cl)Cl)O